4-(3-((2-((2-ethyl-4-(3,3,5,5-tetramethylpiperazin-1-yl)phenyl)amino)-5-(trifluoromethyl)pyrimidin-4-yl)amino)propyl)-1,4-oxazepan-3-one C(C)C1=C(C=CC(=C1)N1CC(NC(C1)(C)C)(C)C)NC1=NC=C(C(=N1)NCCCN1C(COCCC1)=O)C(F)(F)F